S1C=NC=C1C=1C=C2C=C(N=CC2=CC1)NC(=O)C1CCNCC1 N-(6-(thiazol-5-yl)isoquinolin-3-yl)piperidine-4-carboxamide